CC1=CC(NC2=CN=CC=C12)=O 4-methyl-1,7-naphthyridin-2(1H)-one